CC1C(C(C1C1=CC=CC=C1)(C)C)C1=CC=CC=C1 1,3,3-trimethyl-2,4-diphenylcyclobutane